N,N-dimethyl-3-(5-methyl-6-(8-methyl-[1,2,4]triazolo[1,5-a]pyridin-6-yl)-1H-indazol-3-yl)cyclobutan-1-amine CN(C1CC(C1)C1=NNC2=CC(=C(C=C12)C)C=1C=C(C=2N(C1)N=CN2)C)C